N-tert-butyl-1-[8-(6-methoxypyridazin-4-yl)-6H-isochromeno[3,4-b]pyridin-3-yl]pyrrolidin-3-amine C(C)(C)(C)NC1CN(CC1)C1=CC=C2C(=N1)OCC=1C=C(C=CC12)C1=CN=NC(=C1)OC